O[C@]1(C(N(CC1)C)=O)C1=NOC(=C1)C=1C=C(C=CC1)C1=NC=CC(=N1)C(=O)N (S)-2-(3-(3-(3-Hydroxy-1-methyl-2-oxopyrrolidin-3-yl)isoxazol-5-yl)phenyl)pyrimidine-4-carboxamide